N1(CCC1)CCCC(=O)OC(CCC\C=C/CCCCC)C(CCC\C=C/CCCCC)CCC\C=C/CCCCC (6Z,16Z)-12-((Z)-dec-4-en-1-yl)docosa-6,16-dien-11-yl 4-(azetidin-1-yl)-butanoate